(S)-3-(7-chloro-3-isopropyl-2-oxo-5-phenyl-2,3-dihydro-1H-benzo[e][1,4]diazepin-1-yl)propionic acid ethyl ester C(C)OC(CCN1C([C@@H](N=C(C2=C1C=CC(=C2)Cl)C2=CC=CC=C2)C(C)C)=O)=O